CC1=CC=C2C(=N1)N(C=N2)C2=CC=C(N)C=C2 4-(5-methylimidazo[4,5-b]pyridin-3-yl)-aniline